1,3,5-trimethyl-2,4,6-tris-(3,5-di-t-butyl-4-hydroxybenzyl)benzene CC1=C(C(=C(C(=C1CC1=CC(=C(C(=C1)C(C)(C)C)O)C(C)(C)C)C)CC1=CC(=C(C(=C1)C(C)(C)C)O)C(C)(C)C)C)CC1=CC(=C(C(=C1)C(C)(C)C)O)C(C)(C)C